[Si](C)(C)(C(C)(C)C)OC(C)C1=CC2=C(N=C(O2)S(=O)(=O)C)C=C1 6-(1-((tert-butyldimethylsilyl)oxy)ethyl)-2-(methylsulfonyl)benzo[d]oxazole